3-(Butylsulfonyl)-4-((1-(methylsulfonyl)piperidin-4-yl)methoxy)benzoic acid butyl ester C(CCC)OC(C1=CC(=C(C=C1)OCC1CCN(CC1)S(=O)(=O)C)S(=O)(=O)CCCC)=O